tert-Butyl ((3S,5R)-1-(3-nitropyridin-4-yl)-5-(trifluoromethyl)piperidin-3-yl)carbamate [N+](=O)([O-])C=1C=NC=CC1N1C[C@H](C[C@H](C1)C(F)(F)F)NC(OC(C)(C)C)=O